C(C)(C)(C)[Si](C)(C)OCCOC=1C(=NC(=C(C1)F)I)I tert-butyl-[2-[(5-fluoro-2,6-diiodo-3-pyridinyl)oxy]ethoxy]-dimethyl-silane